butyl 2,2,2-tribromoacetate BrC(C(=O)OCCCC)(Br)Br